(1S,3R)-1-(5-(azetidin-3-yloxy)thiophen-2-yl)-3-methyl-2-(2,2,2-trifluoroethyl)-2,3,4,9-tetrahydro-1H-pyrido[3,4-b]indole N1CC(C1)OC1=CC=C(S1)[C@H]1N([C@@H](CC2=C1NC1=CC=CC=C21)C)CC(F)(F)F